3-(3-chloro-4-(6-(1-methylcyclopropoxy)-9-((4-methylpyridin-2-yl)methyl)-9H-purin-8-yl)phenoxy)pyrrolidin-2-one ClC=1C=C(OC2C(NCC2)=O)C=CC1C=1N(C2=NC=NC(=C2N1)OC1(CC1)C)CC1=NC=CC(=C1)C